C[C@@H]1CN(C[C@@H](O1)C)C(=O)C1C=C(CCC1)C1=NC2=CC(=NC=C2C=C1)CNC(C1=CC(=C(C=C1)C)S(=O)(=O)C)=O N-((2-(3-((cis)-2,6-dimethylmorpholine-4-carbonyl)cyclohex-1-en-1-yl)-1,6-naphthyridin-7-yl)methyl)-4-methyl-3-(methylsulfonyl)benzamide